FC1=NN2C(N=CC3=C2C(CC3)(C=3C=NN(C3)COCC[Si](C)(C)C)C)=C1 2-fluoro-8-methyl-8-(1-((2-(trimethylsilyl)ethoxy)methyl)-1H-pyrazol-4-yl)-7,8-dihydro-6H-cyclopenta[e]pyrazolo[1,5-a]pyrimidine